(2S)-2-phenyloxirane C1(=CC=CC=C1)[C@@H]1OC1